ClC1=NC=CC=C1C(=O)NC1=C2C(CC(C2=CC=C1)(C)C)C 2-Chloro-N-(2,3-dihydro-1,1,3-trimethyl-1H-inden-4-yl)-3-pyridincarboxamid